ClC=1C=C(C=CC1C#N)[C@H]1N(CC[C@H](C1)C)C(=O)N[C@H](C)\C=C/S(=O)(=O)C (2S,4R)-2-(3-chloro-4-cyanophenyl)-4-methyl-N-((R,Z)-4-(methylsulfonyl)but-3-en-2-yl)piperidine-1-carboxamide